CC=1C=CC=2C(C3=CC=C(C=C3SC2C1)C)NC(=O)C=1C(NC(=C(C1)C=O)C(F)(F)F)=O N-(3,6-dimethyl-9H-thioxanthen-9-yl)-5-formyl-2-oxo-6-(trifluoromethyl)-1,2-dihydropyridine-3-carboxamide